O=C1NC(CCC1N1C(C2=CC=CC(=C2C1=O)NC1(CC1)C=1N=NN(C1)CCCCCCCCCO)=O)=O 2-(2,6-dioxopiperidin-3-yl)-4-((1-(1-(9-hydroxynonyl)-1H-1,2,3-triazol-4-yl)cyclopropyl)amino)isoindoline-1,3-dione